C1(=CC=CC2=CC=C3C=C4C=CC=CC4=CC3=C12)C(O)C1C(OCO1)CO alpha'-tetraphenyl-1,3-dioxolane-4,5-dimethanol